4-hydroxy-4-(prop-1-yn-1-yl)-8-(1H-pyrazol-4-yl)-1,3,4,5-tetrahydro-6H-pyrano[4,3-b]thieno[3,2-d]pyridin-6-one OC1(COCC2=C1NC(C1=C2C=C(S1)C=1C=NNC1)=O)C#CC